5-(4-(3-(4-(3-(4-chloro-3-(2,2-difluoroethyl)-1H-pyrrolo[2,3-b]pyridin-5-yl)phenyl)-3-oxopiperazin-1-yl)propyl)piperazin-1-yl)-2-(2,6-dioxopiperidin-3-yl)-6-fluoroisoindoline-1,3-dione ClC1=C2C(=NC=C1C=1C=C(C=CC1)N1C(CN(CC1)CCCN1CCN(CC1)C=1C=C3C(N(C(C3=CC1F)=O)C1C(NC(CC1)=O)=O)=O)=O)NC=C2CC(F)F